FC1(CC(C12CCC2)CO)F 3,3-difluorospiro[3.3]heptane-1-methanol